(2R)-2-(6-{5-chloro-2-[(oxacyclohex-4-yl)amino]pyrimidin-4-yl}-1-oxo-2,3-dihydro-1H-isoindol-2-yl)-N-[(1R)-1-(3-fluoro-5-methylphenyl)ethyl]-3-hydroxypropionamide ClC=1C(=NC(=NC1)NC1CCOCC1)C1=CC=C2CN(C(C2=C1)=O)[C@@H](C(=O)N[C@H](C)C1=CC(=CC(=C1)C)F)CO